FC1=C(C=C(C=C1)C#C[Si](C)(C)C)N1CC2(C1)CCOCC2 2-(2-Fluoro-5-((trimethylsilyl)ethynyl)phenyl)-7-oxa-2-azaspiro[3.5]nonane